[NH4+].C(CCCCCCCCCCCCCCC)C1=C(C(=C(C(=C1S(=O)(=O)[O-])C)C)C)C hexadecyltrimethyl-para-methylbenzenesulfonic acid ammonium salt